OC1=CC=C(CN2C(=NC=C2)C(=O)O)C=C1 (4-hydroxybenzyl)-1H-imidazole-2-carboxylic acid